COC(C1=C(C=C(C=C1C=C1CCN(CC1)C(CC)=O)OC)OC)=O 2,4-dimethoxy-6-[(1-propionylpiperidin-4-ylidene)methyl]benzoic acid methyl ester